(R)-3-(2-ethynyl-6-(4-methylpiperazin-1-yl)pyridin-4-yl)-10-methyl-9,10,11,12-tetrahydro-8H-[1,4]diazepino[5',6':4,5]thieno[3,2-f]quinolin C(#C)C1=NC(=CC(=C1)C1=NC=2C=CC3=C(C2C=C1)C1=C(S3)CN[C@@H](CN1)C)N1CCN(CC1)C